NC1=NC(N(C=C1)[C@@H]1O[C@]([C@@H](C1)O)(CO)C#C)=O 4-amino-1-((2R,4R,5S)-5-ethynyl-4-hydroxy-5-(hydroxymethyl)tetrahydrofuran-2-yl)pyrimidin-2(1H)-one